6-[3-[2-[1-(trifluoromethyl)cyclopropyl]ethoxy]pyrazol-1-yl]-N-(1,3,5-trimethylpyrazol-4-yl)sulfonyl-2-[(4S)-2,2,4-trimethylpyrrolidin-1-yl]pyridine-3-carboxamide FC(C1(CC1)CCOC1=NN(C=C1)C1=CC=C(C(=N1)N1C(C[C@@H](C1)C)(C)C)C(=O)NS(=O)(=O)C=1C(=NN(C1C)C)C)(F)F